FC=1C=C(C=C(C1)F)C=1C=C2CC(C(C2=CC1)NC(O[C@@H]1CN2CCC1CC2)=O)(C)C (S)-quinuclidin-3-yl (5-(3,5-difluorophenyl)-2,2-dimethyl-2,3-dihydro-1H-inden-1-yl)carbamat